(1r,4r)-2'-(1-benzofuran-7-yl)-4-(3-chloroanilino)-2',3'-dihydrospiro[cyclohexane-1,1'-indene]-4-carboxylic acid O1C=CC2=C1C(=CC=C2)C2C1(C3=CC=CC=C3C2)CCC(CC1)(C(=O)O)NC1=CC(=CC=C1)Cl